ClC=1C=C(C=CC1)C1=NN=C(O1)NC(C1=CN=C(C=C1)SC(F)(F)F)=O N-(5-(3-chlorophenyl)-1,3,4-oxadiazol-2-yl)-6-((trifluoromethyl)thio)nicotinamide